CC1(CC1)C cis-2,2-dimethylcyclopropane